C1(CCCCC1)C=1C=C(C=CC1O)C(C)(C)C1=CC(=C(C=C1)O)C1CCCCC1 2,2-bis(3-Cyclohexyl-4-hydroxyphenyl)propane